tert-butyl N-(cyclobutylmethyl)-N-[1-[5-(hydroxymethyl)pyrazin-2-yl]-3-piperidyl]carbamate C1(CCC1)CN(C(OC(C)(C)C)=O)C1CN(CCC1)C1=NC=C(N=C1)CO